2-bromo-N-methyl-benzenesulfonamide BrC1=C(C=CC=C1)S(=O)(=O)NC